3-trifluoromethylcyclobutene FC(C1C=CC1)(F)F